C(C)(C)NC(O[C@H]1C[C@H](CC1)C1=NN(C(=C1)NC(CC=1C=NN(C1)C1CCC(CC1)CO)=O)C(C)(C)C)=O [(1R,3S)-3-[1-tert-butyl-5-[[2-[1-[4-(hydroxymethyl)cyclohexyl]pyrazol-4-yl]acetyl]amino]pyrazol-3-yl]cyclopentyl] N-isopropylcarbamate